Tetrapropyl Orthosilicate [Si](OCCC)(OCCC)(OCCC)OCCC